CC(CCS)CCCC(C)C 3,7-dimethyloctyl mercaptan